Isopropyl-N-[4-(4-fluoro-1,3-benzoxazol-2-yl)phenyl]carbamat C(C)(C)OC(NC1=CC=C(C=C1)C=1OC2=C(N1)C(=CC=C2)F)=O